C(C)(C)(C)C1=C(C(=CC(=C1)CC(CO)C)CC)O 2-t-butyl-4-(3-hydroxy-2-methylpropyl)-6-ethylphenol